COC=1C=C(C(=O)O)C=CC1C=1C=NC=C(C1)OC 3-methoxy-4-(5-methoxypyridin-3-yl)benzoic acid